1-(4-(4-(5-(6-chloro-2,3-difluorophenyl)-4,5-dihydroisoxazol-3-yl)thiazol-2-yl)piperidin-1-yl)-2-((6-methoxypyrimidin-4-yl)oxy)ethan-1-one ClC1=CC=C(C(=C1C1CC(=NO1)C=1N=C(SC1)C1CCN(CC1)C(COC1=NC=NC(=C1)OC)=O)F)F